sodium boron (oxy) sulfide O=S.[B].[Na]